2-oxo-4-phenyloxazolidine-3-carboxamide O=C1OCC(N1C(=O)N)C1=CC=CC=C1